3-[(2-Bromophenoxymethylthio)methyl]-1H-1,2,4-triazol-5(4H)-one BrC1=C(OCSCC2=NNC(N2)=O)C=CC=C1